3-(5-fluoro-2-(piperazin-1-yl)pyrimidin-4-yl)quinoline FC=1C(=NC(=NC1)N1CCNCC1)C=1C=NC2=CC=CC=C2C1